2-methyl-2-(5-(5-(3-methylthiophen-2-yl)-1,2,4-oxadiazol-3-yl)-1H-benzo[d][1,2,3]triazol-1-yl)propan-1-ol CC(CO)(C)N1N=NC2=C1C=CC(=C2)C2=NOC(=N2)C=2SC=CC2C